6-bromo-8-fluoro-3-(methyl-d3)quinazolin-4(3H)-one BrC=1C=C2C(N(C=NC2=C(C1)F)C([2H])([2H])[2H])=O